methanic acid C(=O)O